S(CCC(C(=O)[O-])CC1=CC(=C(C(=C1)C(C)(C)C)O)C(C)(C)C)CCC(C(=O)[O-])CC1=CC(=C(C(=C1)C(C)(C)C)O)C(C)(C)C thiobis[ethylene 3-(3,5-di-t-butyl-4-hydroxyphenyl)propionate]